The molecule is a cis-2-enoyl-CoA that results from the formal condensation of the thiol group of coenzyme A with the enoic carboxy group of (Z)-hex-2-enedioic acid. It is a cis-2-enoyl-CoA and a monounsaturated fatty acyl-CoA. It derives from a 2-hexenedioic acid. It is a conjugate acid of a (Z)-2,3-dehydroadipyl-CoA(5-). CC(C)(COP(=O)(O)OP(=O)(O)OC[C@@H]1[C@H]([C@H]([C@@H](O1)N2C=NC3=C(N=CN=C32)N)O)OP(=O)(O)O)[C@H](C(=O)NCCC(=O)NCCSC(=O)/C=C\\CCC(=O)O)O